N-(3-chlorobenzylidene)-3,5-dichlorobenzeneamine ClC=1C=C(C=NC2=CC(=CC(=C2)Cl)Cl)C=CC1